OC[C@@H](C1=CC=C(C=C1)C1=C(C=NC=C1)C)NC(OC(C)(C)C)=O tert-butyl (R)-(2-hydroxy-1-(4-(3-methylpyridin-4-yl)phenyl)ethyl)carbamate